O1C[C@H](CC1)NC=O (S)-N-(tetrahydrofuran-3-yl)formamide